4-(dibenzylamino)-2,6-dimethylbenzaldehyde C(C1=CC=CC=C1)N(C1=CC(=C(C=O)C(=C1)C)C)CC1=CC=CC=C1